C(=CC)C1=CC=C(C=C1)[O-] 4-(prop-1-enyl)phenolate